5-(2-(5-((1R,4R,7R)-7-amino-2-azabicyclo[2.2.1]heptane-2-carbonyl)-7-methoxy-1-methyl-1H-benzo[d]imidazol-2-yl)-1-(cyclopropylmethyl)-1H-indol-7-yl)-3-fluoropicolinamide N[C@H]1[C@@H]2N(C[C@H]1CC2)C(=O)C2=CC1=C(N(C(=N1)C=1N(C3=C(C=CC=C3C1)C=1C=C(C(=NC1)C(=O)N)F)CC1CC1)C)C(=C2)OC